diisobutyl (dicyclopentylmethylene)malonate C1(CCCC1)C(C1CCCC1)=C(C(=O)OCC(C)C)C(=O)OCC(C)C